Cl.Cl.N(=NC(C)(C)C=1NCCCCN1)C(C)(C)C=1NCCCCN1 2,2'-azobis[2-(4,5,6,7-tetrahydro-1H-1,3-diazepin-2-yl)propane] dihydrochloride